FC=1C=C(C=C(C1)C(F)(F)F)CC1=CC(=NC=C1)N1N=C(C(=C1CO)C(=O)N)C 1-[4-[[3-Fluoro-5-(trifluoromethyl)phenyl]methyl]-2-pyridinyl]-5-(hydroxymethyl)-3-methyl-pyrazole-4-carboxamide